bis(dodecylthio)tin C(CCCCCCCCCCC)S[Sn]SCCCCCCCCCCCC